COC(=O)C1=CC=C(C=C1)C(=O)Cl methyl 4-(chlorocarbonyl) benzoate